(S)-N-(3-(2-((2-Fluoro-3-(methylsulfonyl)phenyl)amino)-5-methylpyrimidin-4-yl)-1H-indol-7-yl)-3-methoxy-2-((3S,5S)-3,4,5-trimethylpiperazin-1-yl)propanamid FC1=C(C=CC=C1S(=O)(=O)C)NC1=NC=C(C(=N1)C1=CNC2=C(C=CC=C12)NC([C@H](COC)N1C[C@@H](N([C@H](C1)C)C)C)=O)C